FC1(C[C@@H](CN(C1)C([C@@H](C)OC1=CC=C2C(=CNC(C2=C1)=O)C1=C(C=CC=C1)C)=O)C(=O)N)F (S)-5,5-difluoro-1-((R)-2-((1-oxo-4-(o-tolyl)-1,2-dihydroisoquinolin-7-yl)oxy)propanoyl)piperidine-3-carboxamide